OC[C@H](C1=CC=CC=C1)NC1=CC(=NC=C1C(=O)OC)NC1=CC=C2C(=N1)C1(OC2=O)CCCC1 Methyl (S)-4-((2-hydroxy-1-phenylethyl)amino)-6-((5'-oxo-5'H-spiro[cyclopentane-1,7'-furo[3,4-b]pyridin]-2'-yl)amino)nicotinate